[Na+].C1(=CC(=CC(=C1)C(=O)[O-])C(=O)[O-])C(=O)[O-].[Na+].[Na+] 1,3,5-benzenetricarboxylic acid sodium salt